tert-Butyl 3-(aminomethyl)-3-((methoxy-methoxy)methyl)pyrrolidine-1-carboxylate NCC1(CN(CC1)C(=O)OC(C)(C)C)COCOC